6-tert-Butyl-4-(4-fluorophenyl)-2-methoxypyridine-3-carbonitrile C(C)(C)(C)C1=CC(=C(C(=N1)OC)C#N)C1=CC=C(C=C1)F